[Ru+2].CC(=C)C=C(C)C.CC(=C)C=C(C)C bis(2,4-dimethyl-1,3-pentadiene) ruthenium (ii)